[(4-amino-2-methyl-5-pyrimidinyl)methyl]-1-(2-chloro-ethyl)-1-nitrosourea hydrochloride Cl.NC1=NC(=NC=C1CNC(N(N=O)CCCl)=O)C